3-(5-methylthiophene-2-yl)imidazo[2,1-b]thiazole-6-carboxamide CC1=CC=C(S1)C=1N2C(SC1)=NC(=C2)C(=O)N